(R)-2-Hydroxy-3,3-Dimethyl-γ-Butyrolactone O[C@H]1C(=O)OCC1(C)C